FC(OC1=CC=C(C=C1)NC1=NC=NC(=C1F)N)F N-[4-(difluoromethoxy)phenyl]-5-fluoropyrimidine-4,6-diamine